O1CCN(CC1)CCCOC1=CC=C(C=C1)C1CNC(N1C1=CC2=C(NC=N2)C=C1)=O 5-(4-(3-Morpholinopropoxy)phenyl)-1-(1H-benzo[d]imidazol-5-yl)imidazolidin-2-on